(S)-2-((6-((4-cyano-2-fluorobenzyl)oxy)pyridin-2-yl)carbamoyl)pyrrolidine-1-carboxylic acid tert-butyl ester C(C)(C)(C)OC(=O)N1[C@@H](CCC1)C(NC1=NC(=CC=C1)OCC1=C(C=C(C=C1)C#N)F)=O